N-(2-(4-benzylpiperidin-1-yl)ethyl)-3-methyl-1H-indol-2-carboxamide C(C1=CC=CC=C1)C1CCN(CC1)CCNC(=O)C=1NC2=CC=CC=C2C1C